O=C1N(C(CC1)=O)OC(CCCCCCC(=O)NCCO[C@@H]1[C@@H](O)[C@@H](O[C@@H]2[C@@H](O)[C@@H](O)[C@H](O)[C@H](O2)CO)[C@H](O)[C@H](O1)CO[C@@H]1[C@@H](O)[C@@H](O)[C@H](O)[C@H](O1)CO)=O 8-[(2,5-Dioxopyrrolidin-1-yl)oxy]-N-(2-{[α-D-mannopyranosyl-(1→3)-[α-D-mannopyranosyl-(1→6)]-α-D-mannopyranosyl]oxy}ethyl)-8-oxo-octanamide